C1(CCCCC1)/C(=C\S(=O)(=O)C1=CC=C(C)C=C1)/SC1=CC=CC=C1 (E)-(1-Cyclohexyl-2-tosylvinyl)(phenyl)sulfane